5-[4-[(3S)-1-(3-Fluoropropyl)pyrrolidin-3-yl]oxyphenyl]-4-[3-Fluoro-4-(trifluoromethoxy)phenyl]-2,3-dihydro-1-benzothiepin-8-ol FCCCN1C[C@H](CC1)OC1=CC=C(C=C1)C1=C(CCSC2=C1C=CC(=C2)O)C2=CC(=C(C=C2)OC(F)(F)F)F